ClC1=NC2=C(C(=C(C=C2C(=N1)N1C[C@H]2CC[C@@H](C1)N2C(=O)OC(C)(C)C)Cl)C2=CC(=CC1=CC=C(C(=C21)F)F)OCOC)F tert-butyl (1R,5S)-3-((S or R)-2,6-dichloro-7-(7,8-difluoro-3-(methoxymethoxy)naphthalen-1-yl)-8-fluoroquinazolin-4-yl)-3,8-diazabicyclo[3.2.1]octane-8-carboxylate